fluorenyl-zirconium dichloride [Cl-].[Cl-].C1(=CC=CC=2C3=CC=CC=C3CC12)[Zr+2]